5-((4-(2-((3-Chloro-4-(trifluoromethoxy)benzyl)amino)ethoxy)butyl)amino)benzo[c][2,6]naphthyridine-8-carboxylic acid ClC=1C=C(CNCCOCCCCNC2=NC3=C(C4=CN=CC=C24)C=CC(=C3)C(=O)O)C=CC1OC(F)(F)F